P(=O)(OC[C@H]1O[C@@]([C@@H]2OC(O[C@@H]21)(C)C)(C#N)C2=CC=C1C(=NC=NN12)N)(OC1=C(C=CC=C1)Cl)O ((3aR,4R,6R,6aR)-6-(4-aminopyrrolo[2,1-f][1,2,4]triazin-7-yl)-6-cyano-2,2-dimethyltetrahydrofuro[3,4-d][1,3]dioxol-4-yl)methyl (2-chlorophenyl) hydrogen phosphate